calcium glutathione N[C@H](C(=O)O)CCC(=O)N[C@@H](CS)C(=O)NCC(=O)O.[Ca]